(S)-tert-butyl 3-acetamido-4-(((S)-1-((5-(3-((tert-butoxycarbonyl)(methyl)amino) propoxy)-2-methylbenzyl)amino)-1-oxo-4-phenylbutan-2-yl)amino)-4-oxobutanoate C(C)(=O)N[C@@H](CC(=O)OC(C)(C)C)C(=O)N[C@H](C(=O)NCC1=C(C=CC(=C1)OCCCN(C)C(=O)OC(C)(C)C)C)CCC1=CC=CC=C1